OC1CC2CC[C@H]3[C@@H]4C[C@H]5[C@H]([C@@H](C)[C@]6(O5)CCC(C)=CO6)[C@]4(CC[C@@H]3[C@]2(CC1)C)C 3-hydroxy-25R-spirostene